COC1=CC=C2C(=CC=NC2=C1)NC1=C(C=C(C=C1)OCCOC)OC 7-methoxy-N-(2-methoxy-4-(2-methoxyethoxy)phenyl)quinolin-4-amine